C1(=CC=C(C=C1)C1=CC=CC2=C1SC1=C2C=CC=C1)C1=CC=CC=C1 4-([1,1'-biphenyl]-4-yl)dibenzo[b,d]thiophene